NC=1C=C(C=C(C1)C(F)(F)F)[C@@H](C)NC1=NC(=NC2=CC(=C(C=C12)OC)C(=O)N1C[C@H](N[C@H](C1)C)C)C (4-(((R)-1-(3-amino-5-(trifluoromethyl)phenyl)ethyl)amino)-6-methoxy-2-methylquinazoline-7-yl)((3R,5S)-3,5-dimethylpiperazine-1-yl)methanone